NC1=NC=C(C=C1C=1C=C(C(=C(C1)NS(=O)(=O)CCC)OC)F)Br N-(5-(2-amino-5-bromopyridin-3-yl)-3-fluoro-2-methoxyphenyl)propane-1-sulfonamide